FC=1C=C(OCC2=CC=C3C(CCO3)=C2O)C=CC1F 5-((3,4-Difluorophenoxy)methyl)-2,3-dihydrobenzofuran-4-ol